(E)-cyclohex-2-en-1-yl (phenyl) ketoxime C1(=CC=CC=C1)\C(=N\O)\C1C=CCCC1